CC1(OB(OC1(C)C)C1=C2C=NN(C2=CC=C1)CC(=O)OCC)C ethyl 2-[4-(4,4,5,5-tetramethyl-1,3,2-dioxaborolan-2-yl)indazol-1-yl]acetate